P(=O)(O)(O)O[C@@H](C=O)[C@H](O)[C@H](O)CO phospho-ribose